1-tetralinone C1(CCCC2=CC=CC=C12)=O